C(C)(C)C1=CC=C2C=C(N(C2=C1)CC1=CC=C(C=C1)OC)C(=O)O 6-isopropyl-1-(4-methoxybenzyl)-1H-indole-2-carboxylic acid